[2H]C1C(NC(S1)=O)=O 5-DEUTERO-2,4-THIAZOLIDINEDIONE